ClCC(=O)C1=C(N(C(=C1)CC1COC1)C1=CC=C(C#N)C=C1)C 4-(3-(2-chloroacetyl)-2-methyl-5-(oxetan-3-ylmethyl)-1H-pyrrol-1-yl)benzonitrile